3-(5,5-diphenyl-2-(thiophen-2-yl)-tetrahydrofuran-2-yl)-1-methyl-1H-indole C1(=CC=CC=C1)C1(CCC(O1)(C=1SC=CC1)C1=CN(C2=CC=CC=C12)C)C1=CC=CC=C1